BrC=1C=C(C(=NC1)Cl)C(C)O 1-(5-bromo-2-chloropyridin-3-yl)ethan-1-ol